N-[(5-chlorothiophen-2-yl)methyl]-1-(morpholine-4-carbonyl)-3-[1-(morpholine-4-carbonyl)piperidin-4-yl]-1H-pyrazol-5-amine ClC1=CC=C(S1)CNC1=CC(=NN1C(=O)N1CCOCC1)C1CCN(CC1)C(=O)N1CCOCC1